1,3-dihydro-2H-imidazo[4,5-b]pyridin-2-one N1C(NC2=NC=CC=C21)=O